tert-butyl ((4-methyl-1-(7H-pyrrolo[2,3-d]pyrimidin-4-yl)piperidin-4-yl)methyl)carbamate CC1(CCN(CC1)C=1C2=C(N=CN1)NC=C2)CNC(OC(C)(C)C)=O